FC1=NC=CC(=C1F)I 2,3-difluoro-4-iodopyridine